2-[4-[5-amino-4-cyano-1-(1-methylcyclopropyl)pyrazol-3-yl]-3-fluorophenyl]propanoic acid NC1=C(C(=NN1C1(CC1)C)C1=C(C=C(C=C1)C(C(=O)O)C)F)C#N